(trans)-(4-cyanotetrahydro-2H-pyran-3-yl)(tosyl)carbamic acid tert-butyl ester C(C)(C)(C)OC(N(S(=O)(=O)C1=CC=C(C)C=C1)[C@@H]1COCC[C@H]1C#N)=O